OC=1C(=C(C=CC1)C(=O)C1=C(C(=CC=C1)O)C1CCCCC1)C1CCCCC1 hydroxy-cyclohexyl-phenylketone